3-((12-(thiophen-2-yl)dodecyl)oxy)propyl hydrogen ((((R)-1-(6-amino-9H-purin-9-yl)propan-2-yl)oxy)methyl)phosphonate NC1=C2N=CN(C2=NC=N1)C[C@@H](C)OCP(OCCCOCCCCCCCCCCCCC=1SC=CC1)(O)=O